3-Chloro-4-((3,5-difluoropyridin-2-yl)methoxy-d2)-2'-(3-(1,1,1,3,3,3-hexafluoro-2-Hydroxypropan-2-yl)-1H-pyrazol-1-yl)-5',6-dimethyl-2H-[1,4'-bipyridyl]-2-one ClC=1C(N(C(=CC1OC([2H])([2H])C1=NC=C(C=C1F)F)C)C1=CC(=NC=C1C)N1N=C(C=C1)C(C(F)(F)F)(C(F)(F)F)O)=O